C1(CC1)C1=CN(C2=NC=CC(=C21)OC2=C(C=C(C=C2F)NC(OC2=CC=CC=C2)=O)F)COCC[Si](C)(C)C phenyl {4-[(3-cyclopropyl-1-{[2-(trimethylsilyl)ethoxy]methyl}-1H-pyrrolo[2,3-b]pyridin-4-yl)oxy]-3,5-difluorophenyl}carbamate